N-(2-ethoxybenzene-1-sulfonyl)-6-(3-phenylazetidin-1-yl)-1-benzofuran-2-carboxamide C(C)OC1=C(C=CC=C1)S(=O)(=O)NC(=O)C=1OC2=C(C1)C=CC(=C2)N2CC(C2)C2=CC=CC=C2